FC(C(=O)N[C@H]1[C@@H]2[C@H]([C@H](OC1)CO)OC(O2)(C)C)(F)F 2,2,2-trifluoro-N-((3aR,4R,7R,7aR)-4-(hydroxymethyl)-2,2-dimethyltetrahydro-4H-[1,3]dioxolo[4,5-c]pyran-7-yl)acetamide